2-(3',5'-dibromo-[1,1'-biphenyl]-4-yl)-5,5-dimethyl-1,3-dioxane BrC=1C=C(C=C(C1)Br)C1=CC=C(C=C1)C1OCC(CO1)(C)C